OC(CCCCCCCCCCCCC(=O)O)CC=CCC 14-Hydroxy-nonadec-16-enoic acid